COC1=C(C=CC=C1)C(C#N)C 2-(2-methoxyphenyl)propionitrile